tert-butyl (2S,5R)-4-(1-(4-fluoro-2-(3-hydroxyoxetan-3-yl) phenyl) ethyl)-2,5-dimethylpiperazine-1-carboxylate FC1=CC(=C(C=C1)C(C)N1C[C@@H](N(C[C@H]1C)C(=O)OC(C)(C)C)C)C1(COC1)O